O1CCC(=CC1)C1=NN2C(N(C(=C(C2=O)N2CCN(CC2)C(C2=NC=CC=C2O)=O)CC)CC(=O)NC=2C=NC(=CC2C)C(F)(F)F)=N1 2-(2-(3,6-dihydro-2H-pyran-4-yl)-5-ethyl-6-(4-(3-hydroxypicolinoyl)piperazin-1-yl)-7-oxo-[1,2,4]triazolo[1,5-a]pyrimidin-4(7H)-yl)-N-(4-methyl-6-(trifluoromethyl)pyridin-3-yl)acetamide